C(C)OC(C(C(C(=O)O)(P(=O)(C1=CC=CC=C1)C1=CC=CC=C1)CCN)(P(=O)(C1=CC=CC=C1)C1=CC=CC=C1)CCN)=O 2,3-bis(2-aminoethyl)-2,3-bis(diphenyl-phosphoryl)succinic acid ethyl ester